(E)-4-(3-(3-(2-(3-fluoropyridin-2-yl)vinylsulfonyl)phenoxy)propyl)morpholine FC=1C(=NC=CC1)/C=C/S(=O)(=O)C=1C=C(OCCCN2CCOCC2)C=CC1